2-(1-(trifluoromethyl)cyclopropyl)ethane-1-ol FC(C1(CC1)CCO)(F)F